FC=1C=CC2=C(C(=C(O2)[C@H](C(C)C)NC(NC2=CC3=C(COC3=O)C=C2)=O)C)C1 3-[(1S)-1-(5-fluoro-3-methyl-1-benzofuran-2-yl)-2-methylpropyl]-1-(3-oxo-1H-2-benzofuran-5-yl)urea